2-(4-(8-(3,5-dimethylisoxazol-4-yl)-2-methyl-1H-imidazo[4,5-c]quinolin-1-yl)phenyl)-2-methylpropanenitrile CC1=NOC(=C1C1=CC=2C3=C(C=NC2C=C1)N=C(N3C3=CC=C(C=C3)C(C#N)(C)C)C)C